(S)-4-(2'-ethoxy-3-fluoro-[2,3'-bipyridyl]-5-yl)-1-(2-fluoro-4-(trifluoromethyl)phenyl)-N-(1-methylpyrrolidin-3-yl)piperidine-4-carboxamide C(C)OC1=NC=CC=C1C1=NC=C(C=C1F)C1(CCN(CC1)C1=C(C=C(C=C1)C(F)(F)F)F)C(=O)N[C@@H]1CN(CC1)C